BrCCCCC=CCCCOCOCOCCCC=CCCCCBr (3E)-6-bromo-3-hexenylpropyloxymethyl ether